C(#N)C=1C(=NC(=CC1)C1CC1)SC(C(=O)NC1=CC(=CC=C1)OC)C ((3-cyano-6-cyclopropylpyridin-2-yl)thio)-N-(3-methoxyphenyl)propanamide